tert-butyl 2-(1,6-dimethyl 1H-pyrazolo[3,4-b]pyridin-5-yl)acetate CN1N=CC=2C1=NC(=C(C2)CC(=O)OC(C)(C)C)C